Trimethylene Glycol Monomethyl Ether COCCCO